difluorodiphenyl-methane FC(C1=CC=CC=C1)(C1=CC=CC=C1)F